CCOCCCO The molecule is a hydroxyether that is propan-1-ol substituted by an ethoxy group at position 3. It has a role as a metabolite. It is a member of propan-1-ols and a hydroxyether.